FC=1C(=CC=2C3=C(NC(C2C1)=O)COC[C@@H]3N(C(C3=CC=C(C=C3)OC3=CC=C(C=C3)F)=O)C)F (R)-N-(8,9-difluoro-6-oxo-1,4,5,6-tetrahydro-2H-pyrano[3,4-c]isoquinolin-1-yl)-4-(4-fluorophenoxy)-N-methylbenzamide